tert-Butyl 3-{[2-(4-cyclopropylphenyl)imidazo[1,2-a]pyrimidin-3-yl]methyl}-3,8-diazabicyclo-[3.2.1]octane-8-carboxylate C1(CC1)C1=CC=C(C=C1)C=1N=C2N(C=CC=N2)C1CN1CC2CCC(C1)N2C(=O)OC(C)(C)C